(2R,4S)-4-(2,2-difluoroethyl)-N-((S,E)-4-(methylsulfonyl)but-3-en-2-yl)-2-phenylpiperidine-1-carboxamide FC(C[C@@H]1C[C@@H](N(CC1)C(=O)N[C@@H](C)\C=C\S(=O)(=O)C)C1=CC=CC=C1)F